(2S)-2-((2-(4-cyano-2-carbonylpyrrolidin-1-yl)-5,6-dihydrobenzo[f]imidazo[1,2-d][1,4]oxazepin-9-yl)amino)propanamide C(#N)C1CC(N(C1)C=1N=C2N(CCOC3=C2C=CC(=C3)N[C@H](C(=O)N)C)C1)=C=O